isopropyl (5-(2-(2-chloroacetamido)pyrazolo[1,5-a]pyridin-5-yl)pyridin-3-yl)(methyl)carbamate ClCC(=O)NC1=NN2C(C=C(C=C2)C=2C=C(C=NC2)N(C(OC(C)C)=O)C)=C1